4-(8-ethyl-2-(3-methoxy-4-phenyl-1H-pyrazol-1-yl)-9-methyl-9H-purin-6-yl)morpholine C(C)C=1N(C2=NC(=NC(=C2N1)N1CCOCC1)N1N=C(C(=C1)C1=CC=CC=C1)OC)C